C(C)(C)N1CCC(CC1)C1=C(N=C(S1)C1=NNC(=C1CC(F)(F)F)C=1C=C(C=2N(C1)N=CN2)C)C 5-(1-isopropylpiperidin-4-yl)-4-methyl-2-(5-(8-methyl-[1,2,4]triazolo[1,5-a]pyridin-6-yl)-4-(2,2,2-trifluoroethyl)-1H-pyrazol-3-yl)thiazole